N-(5-(2-(2-oxa-5-azaspiro[3.4]octan-5-yl)acetamido)-2-methylpyridin-3-yl)-7-(1-methyl-1H-pyrazol-4-yl)-[1,2,4]triazolo[4,3-a]pyridine-3-carboxamide C1OCC12N(CCC2)CC(=O)NC=2C=C(C(=NC2)C)NC(=O)C2=NN=C1N2C=CC(=C1)C=1C=NN(C1)C